2,2'-azodi(2-methyl-butyronitrile) N(=NC(C#N)(CC)C)C(C#N)(CC)C